ClC1=CC=C(C(=N1)C(=O)O)N[C@@H](C)C=1C=C(C=C2C(N(C(=NC12)N1CCC(CC1)(F)F)CC)=O)F (S)-6-chloro-3-((1-(2-(4,4-difluoropiperidin-1-yl)-3-ethyl-6-fluoro-4-oxo-3,4-dihydroquinazolin-8-yl)ethyl)amino)picolinic acid